C(C)(C)(C)OC(C(F)(F)F)=O tert-Butyl-Trifluoroacetic acid